(3S)-3-((5-((Z)-4,4,4-trifluoro-1-(3-fluoro-1-(tetrahydro-2H-pyran-2-yl)-1H-indazol-5-yl)-2-phenylbut-1-en-1-yl)pyridin-2-yl)oxy)piperidine-1-carboxylate FC(C/C(=C(\C=1C=C2C(=NN(C2=CC1)C1OCCCC1)F)/C=1C=CC(=NC1)O[C@@H]1CN(CCC1)C(=O)[O-])/C1=CC=CC=C1)(F)F